2-Hydroxy-3,5,5-trimethyl-cyclohex-2-enone OC=1C(CC(CC1C)(C)C)=O